[C@@H]12[C@H](CCCC1)C(=O)OC2=O trans-cyclohexane-1,2-dicarboxylic anhydride